3-(4-((4,6,6a,7,9,10-hexahydro-8H-pyrazino[1,2-a]pyrrolo[4,3,2-de]quinolin-8-yl)methyl)trans-cyclohexyl)-1,1-dimethylurea C1=CC=C2C=3C(CC4N(C13)CCN(C4)C[C@@H]4CC[C@H](CC4)NC(N(C)C)=O)=CN2